ClC1=CC=C2C(=N1)N=C(O2)N2[C@@H](CN(CC2)C(=O)C2=CC=C(C=C2)C=2N=NN(C2)CC(C)(C)C)C [(3R)-4-(5-chlorooxazolo[4,5-b]pyridin-2-yl)-3-methyl-piperazin-1-yl]-[4-[1-(2,2-dimethylpropyl)triazol-4-yl]phenyl]methanone